C1(CC1)C(C(=O)O)C 2-CYCLOPROPYLPROPANOIC ACID